C(C1=CC=CC=C1)[C@H]1C[C@H](CN1)C#N (3r,5r)-5-benzylpyrrolidine-3-carbonitrile